O1CCC(C2=C1C=CC=C2)C(=O)O 3,4-dihydro-2H-1-benzopyran-4-carboxylic acid